C(C)(C)(C)OC(=O)N[C@H](C(=O)OC)C[C@@H](C(=O)OC)OC1=C(C=C(C(=C1)F)F)[N+](=O)[O-] dimethyl (2S,4S)-2-((tert-butoxycarbonyl)amino)-4-(4,5-difluoro-2-nitrophenoxy)pentanedioate